CN1N=NC2=C1C=CC(=C2C)[C@H](CC(=O)O)C2=CC(=C(C=C2)C)CN2CC(OC1=C(C2)C=C(C=C1)OC)(C)C (R)-3-(1,4-Dimethyl-1H-benzo[d][1,2,3]triazol-5-yl)-3-(3-((7-methoxy-2,2-dimethyl-2,3-dihydrobenzo[f][1,4]oxazepin-4(5H)-yl)methyl)-4-methylphenyl)propanoic acid